C(C)(C)(C)OC(=O)N1CCC2=C(C=CC=C12)CN1C(C(=CC(=C1)C(NC1CC1)=O)C(NC)=O)=O 4-((5-(cyclopropylcarbamoyl)-3-(methylcarbamoyl)-2-oxopyridin-1(2H)-yl)methyl)indoline-1-carboxylic acid tert-butyl ester